N-((2S)-4-(benzylamino)-3-hydroxy-1-((3S,5R)-5-methyl-2-oxopyrrolidin-3-yl)-4-oxobutan-2-yl)-5-chloro-2-(4,4,4-trifluorobutanamido)benzamide C(C1=CC=CC=C1)NC(C([C@H](C[C@H]1C(N[C@@H](C1)C)=O)NC(C1=C(C=CC(=C1)Cl)NC(CCC(F)(F)F)=O)=O)O)=O